tert-butyl (2S,4S)-2-(hydroxymethyl)-4-((4-(4-(trifluoromethyl)phenyl)phthalazin-1-yl)amino)pyrrolidine-1-carboxylate OC[C@H]1N(C[C@H](C1)NC1=NN=C(C2=CC=CC=C12)C1=CC=C(C=C1)C(F)(F)F)C(=O)OC(C)(C)C